CN1C(C2=CC(=CC=C2C=C1)B1OC(C(O1)(C)C)(C)C)=O 2-methyl-7-(4,4,5,5-tetramethyl-1,3,2-dioxaborolan-2-yl)isoquinolin-1(2H)-one